FC(C(=O)N)(C1=CC(=CC=C1)S(=O)(=O)C)F difluoro-2-(3-(methylsulfonyl)phenyl)acetamide